S(=O)(=O)(OC1=CC=C(C=C1)C(NC1C(C(=CC=C1)C1=CC(=CC=C1)NC(C1=NC=C(C=C1)CO)=O)(C)C)=O)F 4-((3'-(5-(Hydroxymethyl)picolinamido)-2,2-dimethyl-[1,1'-biphenyl]-3-yl)carbamoyl)phenyl fluorosulfate